COC1=C(C=CC(=C1)CCC(CC(CC)O)=O)[O-].ClC=1C(=NC(=NC1)NC1=C(C=C(C=C1)C=O)OC)NC (4-((5-chloro-4-(methylamino)pyrimidin-2-yl)amino)-3-methoxyphenyl)methanone 2-methoxy-4-(5-hydroxy-3-oxoheptyl)phenolate